CC(C(=O)OCN(C1=C(C(=C(C(=C1)C1=NO[C@H]2[C@@H]1CCC2)C)C)C)S(=O)(=O)C(F)(F)F)(C)C [[(trifluoromethyl)sulfonyl][2,3,4-trimethyl-5-[(3aR,6aR)-3a,5,6,6a-tetrahydro-4H-cyclopent[d]isoxazol-3-yl]phenyl]amino]methyl 2,2-dimethylpropanoate